C1(=CC=C(C=C1)C1=NC2=C(N1)C=C(C=C2S(=O)(=O)[O-])S(=O)(=O)O)C2=NC1=C(N2)C=C(C=C1S(=O)(=O)[O-])S(=O)(=O)O.[Na+].[Na+] disodium 2,2'-(1,4-phenylene)bis(6-sulfo-1H-benzimidazol-4-sulfonate)